3-(((2S,3S,4S)-3-ethyl-4-fluoro-5-oxopyrrolidin-2-yl)methoxy)-5-methoxythieno[3,2-b]pyridine-6-carbonitrile C(C)[C@H]1[C@H](NC([C@H]1F)=O)COC1=CSC=2C1=NC(=C(C2)C#N)OC